3-(3-cyano-6-(1-methyl-1H-pyrazol-4-yl)pyrazolo[1,5-a]pyridin-4-yl)azetidine-1-carboxylic acid C(#N)C=1C=NN2C1C(=CC(=C2)C=2C=NN(C2)C)C2CN(C2)C(=O)O